CO[C@H]1[C@@H]([C@H]([C@@H]([C@@H]([C@@H]1O[C@@H]2[C@@H]([C@H]([C@H]([C@H](O2)CO)O)O)O)O)O)O)O The molecule is a cyclitol ether that is D-myo-inositol carrying methyl and alpha-D-galactosyl substituents at positions 4 and 3 respectively. It is an alpha-D-galactoside, a monosaccharide derivative and a cyclitol ether. It derives from a myo-inositol.